N-(5-bromo-6-(2-(dimethylamino)ethoxy)pyridin-2-yl)-6-(2-chloro-4-(5-methyl-1,2,4-oxadiazol-3-yl)phenyl)nicotinamide BrC=1C=CC(=NC1OCCN(C)C)NC(C1=CN=C(C=C1)C1=C(C=C(C=C1)C1=NOC(=N1)C)Cl)=O